FC1(CCC(CC1)C1=NC=CC(=C1NC(=O)C1CCC(CC1)OC)C1=NC=CC=C1F)F (anti)-N-(2'-(4,4-difluorocyclohexyl)-3-fluoro-[2,4'-bipyridin]-3'-yl)-4-methoxycyclohexane-1-carboxamide